(1R)-1-[4-(cyclopropylmethoxy)-3-methoxy-phenyl]Ethylamine Hydrochloride Cl.C1(CC1)COC1=C(C=C(C=C1)[C@@H](C)N)OC